CN(C1=CC(=C(C=C1)OC)NC([C@@H](N(CCC)CCC)C)=O)C1=CC(OC2=CC=CC=C12)=O 4-(N-methyl-N-(3-(N,N-dipropyl-L-alanylamino)-4-methoxyphenyl)-amino)coumarin